tert-butyl [4-cyano-4-(methylamino)piperidin-1-yl]formate C(#N)C1(CCN(CC1)C(=O)OC(C)(C)C)NC